5-(8-cyclopropyl-2-(pyridin-2-yl)imidazo[1,2-b]pyridazin-6-yl)pyrimidine-2,4(1H,3H)-dione C1(CC1)C=1C=2N(N=C(C1)C=1C(NC(NC1)=O)=O)C=C(N2)C2=NC=CC=C2